N1CCC(CC1)N1C[C@@H](CC1)NC1=NC=C(C(=N1)C1=CNC2=NC=CC=C21)C(F)(F)F (R)-N-(1-(piperidin-4-yl)pyrrolidin-3-yl)-4-(1H-pyrrolo[2,3-b]pyridin-3-yl)-5-(Trifluoromethyl)pyrimidin-2-amine